(2R)-7-amino-4-[(2,5-dichlorophenyl)methyl]-2-methyl-3-oxo-2H-1,4-benzoxazine-6-carbonitrile NC1=CC2=C(N(C([C@H](O2)C)=O)CC2=C(C=CC(=C2)Cl)Cl)C=C1C#N